BrC1=NC=CC=C1C1=C(CN(C1)C(=O)OC(C)(C)C)C(=O)O 4-(2-Bromopyridin-3-yl)-1-(tert-butyloxycarbonyl)-2,5-dihydro-1H-pyrrole-3-carboxylic acid